2-(2-((4-fluorophenyl)ethynyl)phenyl)acetonitrile FC1=CC=C(C=C1)C#CC1=C(C=CC=C1)CC#N